FC1=C(C=CC(=C1)C=1C=CC=2N(C1)C(=CN2)C)S(=O)(=O)N2CCC(CC2)NC2=CC=C(C=C2)S(F)(F)(F)(F)F 1-(2-fluoro-4-{3-methylimidazo[1,2-a]pyridin-6-yl}benzenesulfonyl)-N-[4-(pentafluoro-λ6-sulfanyl)phenyl]piperidin-4-amine